tert-butyl 4-(4-amino-2-fluorophenoxy)-2,3-dihydro-1H-pyrrolo[2,3-b]pyridine-1-carboxylate NC1=CC(=C(OC2=C3C(=NC=C2)N(CC3)C(=O)OC(C)(C)C)C=C1)F